NCCOC1=C(C=CC=C1)CC(=O)NC1=NNC(=C1)[C@H]1C[C@@H](CC1)CCCNC([O-])=O (1S,3R)-3-[3-({[2-(2-aminoethoxy)phenyl]acetyl} amino)-1H-pyrazol-5-yl]cyclopentylpropylcarbamate